Cl.N1(C=NC=C1)C1=C2CCO[C@H](C2=CC=C1)CNC (R)-1-(5-(1H-imidazol-1-yl)isochroman-1-yl)-N-methylmethanamine hydrochloride salt